pentalene-4-carboxylic acid [1-(6-methyl-pyridin-2-yl)-ethyl]-amide CC1=CC=CC(=N1)C(C)NC(=O)C=1C2=CC=CC2=CC1